oxaborazine O1BN=CC=C1